N=C(CCCSCCC(=O)OCCCCCCCCCCCCCC)NCCN(CCNC(CCCSCCC(=O)OCCCCCCCCCCCCCC)=N)C ditetradecyl 8,16-diimino-12-methyl-4,20-dithia-9,12,15-triazatricosanedioate